C[C@@H]1N([C@H](C1)C)C=1N=C(C2=C(N1)CCC2)C=2C=C(C=CC2)S(=O)(=O)N 3-[2-[(2S,4S)-2,4-dimethylazetidin-1-yl]-6,7-dihydro-5H-cyclopenta[d]pyrimidin-4-yl]benzenesulfonamide